N-(1-(3-(methylsulfonyl)phenyl)-1H-indol-5-yl)acrylamide CS(=O)(=O)C=1C=C(C=CC1)N1C=CC2=CC(=CC=C12)NC(C=C)=O